(4-cyclobutylphenyl)azetidine 4-methylbenzenesulfonate CC1=CC=C(C=C1)S(=O)(=O)O.C1(CCC1)C1=CC=C(C=C1)N1CCC1